(4-fluoro-2-(4-methylpiperazin-1-yl)phenyl)methanamine FC1=CC(=C(C=C1)CN)N1CCN(CC1)C